C1(CC1)N1[C@@H](CN(CC1)C1=C(C=C(C(=C1)OC)NC1=NC=NC(=C1)N1OCC[C@@H]1C1=CC(=CC=C1)C(F)(F)F)NC(C=C)=O)C N-(2-((R)-4-cyclopropyl-3-methylpiperazin-1-yl)-4-methoxy-5-((6-((R)-3-(3-(trifluoromethyl)phenyl)isoxazolidin-2-yl)pyrimidin-4-yl)amino)phenyl)acrylamide